(M)-4-(4-acryloyl-cis-3,5-dimethylpiperazin-1-yl)-6,7-dichloro-1-(2-isopropyl-4-methylpyridin-3-yl)pyrido[2,3-d]Pyrimidin-2(1H)-one C(C=C)(=O)N1[C@@H](CN(C[C@@H]1C)C=1C2=C(N(C(N1)=O)C=1C(=NC=CC1C)C(C)C)N=C(C(=C2)Cl)Cl)C